O=C1NC(CCC1NC1=CC=C(C=C1)C1CCN(CC1)C1CC(C1)C(=O)N1CCNCC1)=O 4-[3-[4-[4-[(2,6-Dioxopiperidin-3-yl)amino]phenyl]piperidin-1-yl]cyclobutanecarbonyl]piperazin